FC(C(=O)[O-])(F)F tri-fluoro-acetate